5-(1-(2,2-difluoroethyl)-4-fluoro-2-methyl-1H-benzo[d]imidazol-6-yl)-N-((3R,4R)-3-fluoro-1-(oxetan-3-yl-3-d)piperidin-4-yl)-4-methoxypyrrolo[2,1-f][1,2,4]triazin-2-amine FC(CN1C(=NC2=C1C=C(C=C2F)C=2C=CN1N=C(N=C(C12)OC)N[C@H]1[C@@H](CN(CC1)C1(COC1)[2H])F)C)F